tert-butyl N-[[4-[[2-(tert-butoxycarbonylamino)-5-(3-carbamoylphenyl)phenyl]carbamoyl]phenyl]-methyl-oxo-sulfanylidene]carbamate C(C)(C)(C)OC(=O)NC1=C(C=C(C=C1)C1=CC(=CC=C1)C(N)=O)NC(=O)C1=CC=C(C=C1)S(=NC(OC(C)(C)C)=O)(=O)C